diisobutyl 1,4,5,6-tetramethyl-7-oxabicyclo[2.2.1]hept-2-ene-2,3-dicarboxylate CC12C(=C(C(C(C1C)C)(O2)C)C(=O)OCC(C)C)C(=O)OCC(C)C